CS(=O)(=O)OCCC1=NN(C2=CC=C(C(=C12)F)OC)COCC[Si](C)(C)C 2-(4-fluoro-5-methoxy-1-((2-(trimethylsilyl)ethoxy)methyl)-1H-indazol-3-yl)ethyl methanesulfonate